C(=C\C1=CC=C(C=C1S(=O)(=O)[O-])I)/C1=CC=C(C=C1S(=O)(=O)[O-])I.[K+].[K+] potassium (E)-6,6'-(ethene-1,2-diyl)bis(3-iodobenzenesulfonate)